2-(4-fluorophenyl)quinoline-7-carbonyl chloride FC1=CC=C(C=C1)C1=NC2=CC(=CC=C2C=C1)C(=O)Cl